FC(C1=NN=C(O1)C=1C=CC(=NC1)CN1C(N(C2=C1C=C(C(=C2)N2CCNCC2)F)C2COC2)=O)F 1-((5-(5-(Difluoromethyl)-1,3,4-oxadiazol-2-yl)pyridin-2-yl)methyl)-6-fluoro-3-(oxetan-3-yl)-5-(piperazin-1-yl)-1,3-dihydro-2H-benzo[d]imidazol-2-one